2-(bromomethyl)-1-methylpiperidine hydrogen bromide Br.BrCC1N(CCCC1)C